(15Z)-tetracosan-15-enoic acid C(CCCCCCCCCCCCC\C=C/CCCCCCCC)(=O)O